C(#N)C1=C(C=C(C=C1C)C1CC1)C1=C(C=NN1C)C1=CC=C2C(NN=C(C2=C1)CNC(OC(C)(C)C)=O)=O tert-butyl N-[[7-[5-(2-cyano-5-cyclopropyl-3-methyl-phenyl)-1-methyl-pyrazol-4-yl]-4-oxo-3H-phthalazin-1-yl]methyl]carbamate